COC=C methoxyethylene